FC(COC([C@@H](NC(=O)C=1SC(=C(C1)Cl)Cl)CC(C)C)=O)(F)F N-[(4,5-Dichloro-2-thienyl)carbonyl]leucin-2,2,2-trifluoroethylester